2,6-difluoro-3-(propane-1-sulfonamido)-N-[(1R,3S)-3-{[2-(trifluoromethyl)quinolin-4-yl]amino}cyclohexyl]benzamide FC1=C(C(=O)N[C@H]2C[C@H](CCC2)NC2=CC(=NC3=CC=CC=C23)C(F)(F)F)C(=CC=C1NS(=O)(=O)CCC)F